1,3-bis(2-ethylhexyl)imidazolium formate C(=O)[O-].C(C)C(CN1C=[N+](C=C1)CC(CCCC)CC)CCCC